BrC=1C=C(C=CC1)C1(CC2(CC2)C1)C1=NN=CN1C 3-[5-(3-bromophenyl)spiro[2.3]hexan-5-yl]-4-methyl-1,2,4-triazole